(1-(1-(Pyridin-4-yl)ethyl)-1H-pyrazol-3-yl)thiazol-2-amine N1=CC=C(C=C1)C(C)N1N=C(C=C1)C=1N=C(SC1)N